O1N=C(C=C1)N(S(=O)(=O)C=1C=C2C=CC(N(C2=CC1)C1=C(C=C(C=C1)C1CC(C1)C(F)(F)F)OC)=O)CC1=CC=C(C=C1)OC (P)-N-(isoxazol-3-yl)-1-(2-methoxy-4-(3-(trifluoromethyl)cyclobutyl)phenyl)-N-(4-methoxybenzyl)-2-oxo-1,2-dihydroquinoline-6-sulphonamide